ClC=1C(=NC(=NC1)NC=1C(=CC(=C(C1)NC(C=C)=O)N(CCN1CCCCC1)C)OC)NC1=C(C=CC=C1)NS(=O)(=O)C N-(5-((5-chloro-4-((2-(methylsulfonamido)phenyl)amino)pyrimidin-2-yl)amino)-4-methoxy-2-(methyl(2-(piperidin-1-yl)ethyl)amino)phenyl)acrylamide